C1OCC2=CC(=CC=C12)CN1C(N(C(C2=C1SC(=C2)S(=O)(=O)NC2(CC2)C)=O)CC=2C=NN(C2)C)=O 1-((1,3-Dihydroisobenzofuran-5-yl)methyl)-3-((1-methyl-1H-pyrazol-4-yl)methyl)-N-(1-methylcyclopropyl)-2,4-dioxo-1,2,3,4-tetrahydrothieno[2,3-d]pyrimidine-6-sulfonamide